(difluoromethyl)-3,4,5,6-tetrafluoro-N,N-dimethylbenzenesulfonamide FC(F)C1=C(C(=C(C(=C1F)F)F)F)S(=O)(=O)N(C)C